6-Carboxy-4-hexyl-2-cyclohexen C(=O)(O)C1CC(C=CC1)CCCCCC